3-propyl-bicyclo-[2.2.1]-hept-5-ene-2-carbaldehyde C(CC)C1C(C2C=CC1C2)C=O